CCC(C)(C)C(=O)O The molecule is a branched-chain fatty acid and metabolite of the lactone prodrug simvastatin, whose sodium salt is potentially useful for the treatment of thalassaemias and haemoglobinopathies. It has a role as a metabolite.